tetradec-1-en-4-yl 2-naphthoate C1=C(C=CC2=CC=CC=C12)C(=O)OC(CC=C)CCCCCCCCCC